trimethyl-propoxysilane C[Si](OCCC)(C)C